C(C=1C(C(=O)OCC(CCCCC)CCC)=CC=CC1)(=O)OCCCCCCCCCC n-Decyl (2-propylheptyl) phthalate